C12(CC3CC(CC(C1)C3)C2)CS(=O)(=O)NC(C2=CC=C(C=C2)N2CCN(CC2)C(C)C2=CC=C(C=C2)C2=CC(=CC=C2)O)=O N-(1-Adamantylmethylsulfonyl)-4-[4-[1-[4-(3-hydroxyphenyl)phenyl]ethyl]piperazin-1-yl]benzamide